O[C@H]1[C@@H](CN(CC1)CC1=CC(=NO1)C1=NC=C(C#N)C(=C1)C)C=1C(=C2COC(C2=CC1)=O)C 6-(5-(((3R,4R)-4-hydroxy-3-(4-methyl-1-oxo-1,3-dihydroisobenzofuran-5-yl)piperidin-1-yl)methyl)isoxazol-3-yl)-4-methylnicotinonitrile